CC1=CC=CC(=N1)\C=N/NC(=S)N1CCCCC1 N-[(Z)-(6-methylpyridin-2-yl)methylideneamino]piperidine-1-carbothioamide